1-(1-(1-((1-methyl-1H-1,2,4-triazol-3-yl)methoxy)isoquinolin-4-yl)ethyl)urea CN1N=C(N=C1)COC1=NC=C(C2=CC=CC=C12)C(C)NC(=O)N